BrC1=CC=C2C=NNC2=C1OC 6-bromo-7-methoxy-1H-indazole